diisopropyloxyaluminum lithium hydride [H-].[Li+].C(C)(C)O[Al+]OC(C)C.[H-]